IC1=CC=C(CC=2C(C3=CC=CC=C3C(C2C)=O)=O)C=C1 2-(4-iodobenzyl)-3-methylnaphthalene-1,4-dione